O-phospho-D,L-serine P(=O)(O)(O)OC[C@H](N)C(=O)O |r|